C(#N)CC(=O)OC1CC(C(CC1)N(C1=C2C(=NC=C1C(=O)OC)NC=C2)C)C methyl 4-((4-(2-cyanoacetoxy)-2-methylcyclohexyl) (methyl)amino)-1H-pyrrolo[2,3-b]pyridine-5-carboxylate